COC1CN(C1)C=1C=NC=NC1 5-(3-methoxyazetidin-1-yl)pyrimidin